CN(C(OC1=CC2=C(C(=C(C(O2)=O)CC2=C(C(=CC=C2)NS(NC)(=O)=O)Cl)CCl)C=C1Cl)=O)C 6-chloro-3-(2-chloro-3-((N-methylsulfamoyl) amino) benzyl)-4-(chloromethyl)-2-oxo-2H-benzopyran-7-yl dimethylcarbamate